Nα-methyl-aspartic acid CN[C@@H](CC(=O)O)C(=O)O